Chlorooctane CCCCCCCCCl